1-(((R)-tert-butylsulfinyl)amino)-5-fluoro-1,3-dihydrospiro[indene-2,4'-piperidine]-1'-carboxylic acid tert-butyl ester C(C)(C)(C)OC(=O)N1CCC2(CC1)C(C1=CC=C(C=C1C2)F)N[S@](=O)C(C)(C)C